COC1=CC=C2C(=CC(OC2=C1)=O)C1=C(C#N)C=CC=C1 2-(7-methoxy-2-oxo-2H-chromen-4-yl)benzonitrile